(R)-tert-butyl 3-(9-((1s,4S)-4-carbamoylcyclohexyl)-8-(2,4,6-trichlorophenylamino)-9H-purin-2-ylamino)piperidine-1-carboxylate C(N)(=O)C1CCC(CC1)N1C2=NC(=NC=C2N=C1NC1=C(C=C(C=C1Cl)Cl)Cl)N[C@H]1CN(CCC1)C(=O)OC(C)(C)C